(S)-N-(2-Fluoro-4-methyl-5-(8-morpholinoimidazo[1,2-a]pyridin-6-yl)phenyl)-1-(2,2,2-trifluoroethyl)pyrrolidine-3-carboxamide FC1=C(C=C(C(=C1)C)C=1C=C(C=2N(C1)C=CN2)N2CCOCC2)NC(=O)[C@@H]2CN(CC2)CC(F)(F)F